(3R)-N-tert-butyl-1-[6-[3-(methoxymethoxy)-5-(triazol-2-yl)-2-pyridinyl]pyridazin-3-yl]pyrrolidin-3-amine C(C)(C)(C)N[C@H]1CN(CC1)C=1N=NC(=CC1)C1=NC=C(C=C1OCOC)N1N=CC=N1